FC1=CC=C(OCCCC(C=C)N)C=C1 (3-(4-fluorophenoxy)propyl)prop-2-ene-1-amine